[Si](C)(C)(C(C)(C)C)O[C@@H]1CN(CC[C@@H]1N)C1=NC=C(C=N1)C(F)(F)F (3R,4S)-3-((tert-butyldimethylsilyl)oxy)-1-(5-(trifluoromethyl)pyrimidin-2-yl)piperidin-4-amine